N-(5-{[(5-tert-butyl-1,3-oxazol-2-yl)methyl]sulfanyl}-1,3-thiazol-2-yl)piperidine-4-carboxamide hydrochloride Cl.C(C)(C)(C)C1=CN=C(O1)CSC1=CN=C(S1)NC(=O)C1CCNCC1